2-Hydroxyethyl terephthalate C(C1=CC=C(C(=O)[O-])C=C1)(=O)OCCO